[Si](C)(C)(C(C)(C)C)OC1CN(CC=2C=CC(=NC12)P(=O)(OCC)OCC)C(=O)OC(C)(C)C Tert-butyl 8-((tert-butyldimethylsilyl)oxy)-2-(diethoxyphosphoryl)-7,8-dihydro-1,6-naphthyridin-6(5H)-carboxylate